C(C)(C)(C)C=1C=CC2=CC=CC(=C2C1)CC1CC1 3-tert-butyl-5-cyclopropylmethyl-naphthalene